FC(C1CC2(C(NC(N2)=O)=O)CCC1)(F)F 7-(trifluoromethyl)-1,3-diazaspiro[4.5]decane-2,4-dione